racemic-2'-chloro-5'-methoxy-6-methyl-N-(5-((tetrahydrofuran-3-yl)methoxy)-1,3,4-thiadiazole-2-yl)-(4,4'-bipyridine)-3-carboxamide ClC1=NC=C(C(=C1)C1=C(C=NC(=C1)C)C(=O)NC=1SC(=NN1)OC[C@H]1COCC1)OC |r|